ClC=1C(=NC=2C=CC3=C(C2N1)C=CC=C3)C3=CC=CC=C3 2-chloro-3-phenylbenzo[F]quinoxaline